C(CCCCCCCCCCCCCCCCCCCCCCCC)N pentacosanamine